C1(CC1)C(C(C(=O)O)C)O 3-CYCLOPROPYL-3-HYDROXY-2-METHYLPROPANOIC ACID